(3R)-7-((2S,5R)-4-acryloyl-2,5-dimethylpiperazin-1-yl)-9-chloro-10-(2,4-difluorophenyl)-3-(3-((S)-3-fluoropyrrolidin-1-yl)propyl)-2,3-dihydro-5H-[1,4]oxazino[2,3,4-ij]quinazolin-5-one C(C=C)(=O)N1C[C@@H](N(C[C@H]1C)C1=NC(N2C3=C(C(=C(C=C13)Cl)C1=C(C=C(C=C1)F)F)OC[C@H]2CCCN2C[C@H](CC2)F)=O)C